C1(=CC=CC=C1)C1=C2C(=C(C(=C(C2=C(C=2C(=C(C(=C(C12)[2H])[2H])[2H])[2H])[2H])[2H])[2H])[2H])C1=CC=CC=2C=CC=3C=C4C=CC=CC4=CC3C21 phenyl(benzoanthracenyl)anthracene-d8